Methyl 3-((3-butyl-5-(4-fluorophenyl)-3-methyl-7-(methylthio)-1,1-dioxido-2,3,4,5-tetrahydro-1,5-benzothiazepin-8-yl)oxy)-2-hydroxypropanoate C(CCC)C1(CS(C2=C(N(C1)C1=CC=C(C=C1)F)C=C(C(=C2)OCC(C(=O)OC)O)SC)(=O)=O)C